(S)- and (R)-2-((4-cyanophenethyl)amino)-N-(2-methoxy-4-(1-methyl-1H-pyrazol-4-yl)-phenyl)-2-phenylacetamide C(#N)C1=CC=C(CCN[C@H](C(=O)NC2=C(C=C(C=C2)C=2C=NN(C2)C)OC)C2=CC=CC=C2)C=C1 |r|